2-(3-chloro-4-methylsulfonyl-phenyl)-1-ethyl-4-oxo-6-[[3-(trifluoromethyl)pyrazol-1-yl]methyl]pyridine-3-carboxylic acid ClC=1C=C(C=CC1S(=O)(=O)C)C=1N(C(=CC(C1C(=O)O)=O)CN1N=C(C=C1)C(F)(F)F)CC